cis-hydroxy-methylfolic acid OC(C(=O)O)(C[C@@H](C(=O)O)NC(=O)C1=CC=C(NCC2=CN=C3N=C(N)NC(=O)C3=N2)C=C1)C